(6-t-butoxyhexylmethylsilane-diyl)-bis(2-methyl-4-t-butylphenylindenyl)zirconium chloride [Cl-].C(C)(C)(C)OCCCCCC[Si](C)=[Zr+](C1C(=CC2=CC=CC=C12)C1=C(C=C(C=C1)C(C)(C)C)C)C1C(=CC2=CC=CC=C12)C1=C(C=C(C=C1)C(C)(C)C)C